(3R,4R)-3-aminotetrahydro-2H-pyran-4-ol N[C@@H]1COCC[C@H]1O